O=C1NC(CCC1NC1=CC(=C(C=C1)N1CCN(CC1)[C@@H]1C(CN(CC1)C(=O)OC(C)(C)C)(F)F)F)=O tert-butyl (4S)-4-(4-(4-((2,6-dioxopiperidin-3-yl) amino)-2-fluorophenyl) piperazin-1-yl)-3,3-difluoropiperidine-1-carboxylate